ClC=1C=C(C=CC1Cl)N(C(=O)OCCC1=CC(=NO1)C(=O)OCC)C ethyl 5-(2-(((3,4-dichlorophenyl)(methyl)carbamoyl)oxy)ethyl)isoxazole-3-carboxylate